BrC1=C2C(=CN=C1C=1SC=CC1)OC(=C2)C#N 4-bromo-5-(thiophen-2-yl)furo[2,3-c]pyridine-2-carbonitrile